4-[(1S,4S,5R)-5-{[5-cyclopropyl-3-(2,6-dichlorophenyl)-1,2-oxazol-4-yl]methoxy}-2-azabicyclo[2.2.1]heptan-2-yl]-N-(propane-1-sulfonyl)benzamide C1(CC1)C1=C(C(=NO1)C1=C(C=CC=C1Cl)Cl)CO[C@H]1[C@@H]2CN([C@H](C1)C2)C2=CC=C(C(=O)NS(=O)(=O)CCC)C=C2